COC1=CC(=NC=C1C1=CC=C(C=C1)N1C(CCC1)=O)NC1=CC2=C(OC[C@H]3N2C(C2(C3)CC2)=O)N=C1 (S)-2'-((4-methoxy-5-(4-(2-oxopyrrolidin-1-yl)phenyl)pyridin-2-yl)amino)-6a',7'-dihydro-6'H,9'H-spiro[cyclopropane-1,8'-pyrido[2,3-b]pyrrolo[1,2-d][1,4]oxazin]-9'-one